OC[C@@H]1N(C[C@H]([C@@H]([C@H]1O)O)O)CC1=CC=C(C=C1)CNC1=C(C=C(C=C1)N1CCOCC1)[N+](=O)[O-] (2S,3S,4S,5R)-2-(hydroxymethyl)-1-{[4-({[4-(morpholin-4-yl)-2-nitrophenyl]amino}methyl)phenyl]methyl}piperidine-3,4,5-triol